7-(3,3-dimethylureido)-3-{[2-fluoro-3-(methylaminosulfonylamino)phenyl]methyl}-3,4-dihydro-2H-1,3-benzoxazin-2-one CN(C(NC1=CC2=C(CN(C(O2)=O)CC2=C(C(=CC=C2)NS(=O)(=O)NC)F)C=C1)=O)C